2-fluoro-5-(methoxy-d3)-4-((pyrrolidin-1-ylsulfonyl)carbamoyl)benzoic acid FC1=C(C(=O)O)C=C(C(=C1)C(NS(=O)(=O)N1CCCC1)=O)OC([2H])([2H])[2H]